The molecule is a lignan isolated from the leaves of Piper sanguineispicum. It has a role as a plant metabolite. It is a lignan, a gamma-lactone and a member of benzodioxoles. C1[C@H]([C@H](C(=O)O1)C(=O)C2=CC3=C(C=C2)OCO3)[C@@H](C4=CC5=C(C=C4)OCO5)O